10-((2-(trimethylsilyl)ethoxy)methyl)-1H-pyrrolo[2,1-c][1,4]benzodiazepine-5,11(10H,11aH)-dione C[Si](CCOCN1C(C2N(C(C3=C1C=CC=C3)=O)C=CC2)=O)(C)C